tert-butyl (S)-5-amino-4-(4-((6-(1,3-dimethyl-1H-pyrazol-4-yl)-1-methyl-2-oxo-1,2,3,4-tetrahydroquinolin-7-yl)amino)-1,3-dioxoisoindolin-2-yl)-5-oxopentanoate NC([C@H](CCC(=O)OC(C)(C)C)N1C(C2=CC=CC(=C2C1=O)NC1=C(C=C2CCC(N(C2=C1)C)=O)C=1C(=NN(C1)C)C)=O)=O